4,4-bis(triethoxysilyl)-1,1'-biphenyl C(C)O[Si](C1(CC=C(C=C1)C1=CC=CC=C1)[Si](OCC)(OCC)OCC)(OCC)OCC